tert-butyl N-[3-[(3S)-3-amino-1-piperidyl]-5-fluoro-3-methyl-2-OXO-indolin-7-yl]-N-ethyl-carbamate N[C@@H]1CN(CCC1)C1(C(NC2=C(C=C(C=C12)F)N(C(OC(C)(C)C)=O)CC)=O)C